ClC1=CC=C(C=C1)\C=C\[N+](=O)[O-] (E)-1-chloro-4-(2-nitrovinyl)benzene